FC1=C(C=C(C=C1)C(C)=O)C(F)(F)F 4-fluoro-3-(trifluoromethyl)phenyl-ethanone